ClC1=C(C=CC=C1C1=NC=C2C=C(C=NC2=C1)CNCC(=O)OC)C1=C(C(=CC=C1)C1=NC(=C(C=C1)CNC[C@H]1NC(CC1)=O)OC)Cl methyl (S)-((7-(2,2'-dichloro-3'-(6-methoxy-5-((((5-oxopyrrolidin-2-yl)methyl)amino)methyl)pyridin-2-yl)-[1,1'-biphenyl]-3-yl)-1,6-naphthyridin-3-yl)methyl)glycinate